ethyl 6'-(((1S,3S)-3-((5-(difluoromethoxy) pyrimidin-2-yl)-amino) cyclopentyl) amino)-2-oxo-2H-[1,3'-bipyridine]-3-carboxylate FC(OC=1C=NC(=NC1)N[C@@H]1C[C@H](CC1)NC1=CC=C(C=N1)N1C(C(=CC=C1)C(=O)OCC)=O)F